N-[(3R,4R)-1-benzyl-3-fluoropiperidin-4-yl]-3-[6-(4-methylpiperazin-1-yl)-[1,2,4]triazolo[4,3-b]pyridazin-3-yl]propanamide C(C1=CC=CC=C1)N1C[C@H]([C@@H](CC1)NC(CCC1=NN=C2N1N=C(C=C2)N2CCN(CC2)C)=O)F